N(C(=O)N)CCNCCC[Si](OC)(OC)OC gamma-(2-ureidoethyl)aminopropyl-trimethoxysilane